COC=1C=NC2=CC=CC(=C2C1)N[C@H]1CN(CC1)CC(=O)N1[C@@H](CCC1)C#N (2S)-1-[2-[(3R)-3-[(3-methoxy-5-quinolyl)amino]pyrrolidin-1-yl]acetyl]pyrrolidine-2-carbonitrile